ClC=1C=C(C=C(C1)C=1N=NN(C1)COCC[Si](C)(C)C)[C@@H]1COCCN1C(C=C)=O (R)-1-(3-(3-chloro-5-(1-((2-(trimethylsilyl)ethoxy)methyl)-1H-1,2,3-triazol-4-yl)phenyl)morpholino)prop-2-en-1-one